Cl.N[C@@H](C)C1=NC=NN1C=1N=CC(=NC1)C#N 5-[5-[(1S)-1-Aminoethyl]-1,2,4-triazol-1-yl]pyrazine-2-carbonitrile hydrochloride